FC(C(=O)NS(=O)(=O)C(C(F)(F)F)(C(F)(F)F)F)CCC fluoro-N-((perfluoropropan-2-yl)sulfonyl)pentanamide